FC(C)(F)C1=NC=CC(=N1)NC1=C(C=NC(=C1)NC(C)=O)C1=NC=C(C=C1)CN1[C@H](COCC1)C (S)-N-(4'-((2-(1,1-difluoroethyl)pyrimidin-4-yl)amino)-5-((3-methylmorpholino)methyl)-[2,3'-bipyridyl]-6'-yl)acetamide